CC/C=C\\C/C=C\\C[C@@H](C(/C=C/C=C/C=C\\CCCCCC(=O)O)O)O The molecule is a docosanoid that is (7Z,9E,11E,16Z,19Z)-docosapentaenoic acid carrying two hydroxy substituents at positions 13 and 14. An intermediate of specialised proresolving mediators. It has a role as a human xenobiotic metabolite and an anti-inflammatory agent. It is a docosanoid, a hydroxy polyunsaturated fatty acid, a long-chain fatty acid and a secondary allylic alcohol. It is a conjugate acid of a 13,14(S)-dihydroxy-(7Z,9E,11E,16Z,19Z)-docosapentaenoate.